N5-((3-Methyl-5-(3-(trifluoromethyl)-5,6-dihydro-[1,2,4]triazolo[4,3-a]pyrazin-7(8H)-yl)pyridin-2-yl)methyl)isoquinoline-1,5-diamine CC=1C(=NC=C(C1)N1CC=2N(CC1)C(=NN2)C(F)(F)F)CNC=2C=1C=CN=C(C1C=CC2)N